4-CYCLOPENTYL-BENZALDEHYDE C1(CCCC1)C1=CC=C(C=O)C=C1